C(C)(C)(C)C1=C(C(=C(C=C1)C(C)C)C(C)C)C(C)(C)C bis(tert-butyl)diisopropylbenzene